NC=1N2C(C=3N(C(N(C3N1)CCNC1=C(C=C(C=C1)F)F)=O)CC)=NC(=N2)C=2OC=CC2 5-Amino-3-[2-(2,4-difluoro-phenylamino)-ethyl]-1-ethyl-8-furan-2-yl-1,3-dihydro[1,2,4]triazolo[5,1-i]purin-2-one